tert-Butoxypotassium C(C)(C)(C)O[K]